arsenite hydrate O.[As](O)(O)O